6-(2'-(((CyclohexylMethyl)amino)Methyl)-[1,1'-Biphenyl]-4-yl)-2-Methyl-1H-benzo[d]Imidazol C1(CCCCC1)CNCC1=C(C=CC=C1)C1=CC=C(C=C1)C=1C=CC2=C(NC(=N2)C)C1